methyl 2-[(2S,3R)-3-[tert-butyl(dimethyl)silyl]oxy-2-(cyclopentoxy)-3-(3,5-dimethoxy-4-methyl-phenyl)propyl]-4-(methylamino)pyrazolo[1,5-a]pyridine-7-carboxylate [Si](C)(C)(C(C)(C)C)O[C@@H]([C@H](CC1=NN2C(C(=CC=C2C(=O)OC)NC)=C1)OC1CCCC1)C1=CC(=C(C(=C1)OC)C)OC